TrifluoromethaneSulphonic anhydride FC(S(=O)(=O)OS(=O)(=O)C(F)(F)F)(F)F